(2-chlorophenyl)(1,1-dioxido-3-(((3-(trifluoromethyl)pyridin-2-yl)methyl)amino)-4H-benzo[e][1,2,4]thiadiazin-5-yl)methanone ClC1=C(C=CC=C1)C(=O)C1=CC=CC2=C1NC(=NS2(=O)=O)NCC2=NC=CC=C2C(F)(F)F